FC(CC1=CC2=C(N=CN=C2N2CC3(C2)CCN(CC3)C(=O)OC(C)(C)C)C=N1)(F)F tert-butyl 2-[6-(2,2,2-trifluoroethyl)pyrido[3,4-d]pyrimidin-4-yl]-2,7-diazaspiro[3.5]nonane-7-carboxylate